N1(N=NC=C1)C1=C(C=CC=C1)CN (2-(1H-1,2,3-triazol-1-yl)phenyl)methanamine